ClC1=CC=C(C(=O)NC2N(C(N(S2)CC2=CC=C(C=C2)Cl)=O)COC(CC)=O)C=C1 1-{[5-(4-chlorobenzoylamino)-2-[(4-chlorophenyl)methyl]-3-oxo-1,2,4-thiadiazolidin-4-yl]methoxy}-1-oxopropane